CN1CCC(CC1)N1N=CC(=C1)C1=NC(=CC(=N1)N1CC2(CC1)CC(CCC2)C(=O)OCC)NC2=NC=CC(=C2)OC(F)(F)F ethyl 2-(2-(1-(1-methylpiperidin-4-yl)-1H-pyrazol-4-yl)-6-((4-(trifluoromethoxy) pyridin-2-yl) amino) pyrimidin-4-yl)-2-azaspiro[4.5]decane-7-carboxylate